isopropyl 5-((formyloxy)methyl)furan-2-carboxylate C(=O)OCC1=CC=C(O1)C(=O)OC(C)C